C(C)(C)(C)OC(=O)N1CC2C(C2C1)(C)C 6,6-dimethyl-3-azabicyclo[3.1.0]hexane-3-carboxylic acid tert-butyl ester